CC1=C(C2=C(C(=N1)NC)CN(C2)C(CCC2=CC=C(C#N)C=C2)=O)C 4-{3-[6,7-dimethyl-4-(methylamino)-1,3-dihydro-2H-pyrrolo[3,4-c]pyridin-2-yl]-3-oxopropyl}benzonitrile